1,4-dioxo-1,4-dihydronaphthalen-2-yl 4-methoxybenzoate COC1=CC=C(C(=O)OC=2C(C3=CC=CC=C3C(C2)=O)=O)C=C1